(S)-2-((3,5-dicyano-4-ethyl-6-((S)-3-hydroxypyrrolidin-1-yl)pyridin-2-yl)thio)-2-(4-methoxyphenyl)acetamide C(#N)C=1C(=NC(=C(C1CC)C#N)N1C[C@H](CC1)O)S[C@H](C(=O)N)C1=CC=C(C=C1)OC